(S)-2-bromo-N-(1-(4-(trifluoromethoxy)phenyl)ethyl)acetamide BrCC(=O)N[C@@H](C)C1=CC=C(C=C1)OC(F)(F)F